4-[5,7-difluoro-2-(4-fluorophenyl)-1H-indol-3-yl]cyclohexanamine FC=1C=C2C(=C(NC2=C(C1)F)C1=CC=C(C=C1)F)C1CCC(CC1)N